NCC1=NNC(C2=C(C=C(C=C12)C=1C=NN(C1C1=C(C2=CC=CC=C2C=C1)C#N)C)C(F)(F)F)=O 2-(4-(4-(aminomethyl)-1-oxo-8-(trifluoro-methyl)-1,2-dihydrophthalazin-6-yl)-1-methyl-1H-pyrazol-5-yl)-1-naphthonitrile